ClC=1C=2C(=CNC2C2=C(C1)CN(S(N2)(=O)=O)CCCS(=O)(=O)C)Cl 6,7-dichloro-3-(3-(methylsulfonyl)propyl)-1,3,4,9-tetrahydro-[1,2,6]thiadiazino[4,3-g]indole 2,2-dioxide